5-bromo-3-isopropyl-1-(p-tolylsulfonyl)pyrrolo[3,2-b]pyridine BrC1=CC=C2C(=N1)C(=CN2S(=O)(=O)C2=CC=C(C=C2)C)C(C)C